C(CCC)[Al](OC1=CC=CC=C1)CCCC di-butylphenoxyaluminum